N1C(=CC=CC1=O)C1=NC=CC=C1 [2,2'-bipyridin]-6(1H)-one